Cl.CN1N=CC(=C1)C1NOCC1 3-(1-methylpyrazol-4-yl)isoxazolidine hydrochloride